4-bromo-6-fluoro-3-methoxy-2-methylbenzonitrile BrC1=C(C(=C(C#N)C(=C1)F)C)OC